BrC=1C=CC(=NC1C)CCC(=O)OCC ethyl 3-(5-bromo-6-methylpyridin-2-yl)propanoate